CC(CCC=C(C)C)[C@]12CC[C@@](C1C2)(C)O The molecule is a sesquiterpenoid that is bicyclo[3.1.0]hexane substituted by a methyl and hydroxy group at position 3 and a 2-methylhept-2-en-6-yl group at position 4. It has a role as a plant metabolite. It is a sesquiterpenoid and a tertiary alcohol.